NC1=CC=NN1C1=NN=C(S1)NC(=O)C1=CC(=C(C(O1)=O)OCCO)C1=C(C=CC=C1OC)Cl (Sa)-N-(5-(5-amino-1H-pyrazol-1-yl)-1,3,4-thiadiazol-2-yl)-4-(2-chloro-6-methoxyphenyl)-3-(2-hydroxyethoxy)-2-oxo-2H-pyran-6-carboxamide